C(C)N(C(C1=C(C=CC(=C1)F)OC1=C(N=CN=N1)N1CC2(CN(C2)[C@@H](C(C)C)CCCO)CC1)=O)C(C)C (R)-N-ethyl-5-fluoro-2-((5-(2-(6-hydroxy-2-methylhex-3-yl)-2,6-diazaspiro[3.4]oct-6-yl)-1,2,4-triazin-6-yl)oxy)-N-isopropylbenzamide